COC1=NC=CC=C1C1CCC(CC1)OC[C@]1(C[C@H](CC1)NS(=O)(=O)C)C(=O)N (1S,3S)-1-((((1s,4R)-4-(2-methoxypyridin-3-yl)cyclohexyl)oxy)methyl)-3-(methylsulfonamido)cyclopentane-1-carboxamide